C(N)(=O)C1=CC=C(C=C1)C[C@@H](CNC(=O)[C@H]1N(CCC1)C1=CC=CC=C1)N(C)C (S)-N-((S)-3-(4-carbamoylphenyl)-2-(dimethylamino)propyl)-1-phenylpyrrolidine-2-carboxamide